F[C@@H]1[C@@H](C1)C(=O)NC1=NC=CC(=C1)C1=CC(=C(CNC(OC(C)(C)C)=O)C=C1)C tert-Butyl (4-(2-(cis-2-fluorocyclopropane-1-carboxamido)pyridin-4-yl)-2-methylbenzyl)carbamate